[N+](=O)([O-])C1=CC=C(C=C1)OC(=O)O[C@H]1C[C@H](CC1)C1=NNC(=C1C)NC1=CC2=C(CS(C2)(=O)=O)C=C1 (1R,3S)-3-{5-[(2,2-dioxo-1,3-dihydro-2λ6-benzo[c]thiophen-5-yl)amino]-4-methyl-1H-pyrazol-3-yl}cyclopentyl [(4-nitrophenyl)oxy]methanoate